C(C)(C)(C)N1N=CC(=C1)C(=O)NCC1=C(C=C(C=C1)C1=NC=NC(=C1)NC1=NN2C(COCC2)=C1)C 1-(tert-butyl)-N-(4-(6-((6,7-dihydro-4H-pyrazolo[5,1-c][1,4]oxazin-2-yl)amino)pyrimidin-4-yl)-2-methylbenzyl)-1H-pyrazole-4-carboxamide